(3-methyl-4-(trifluoromethyl)phenyl)methanamine hydrochloride Cl.CC=1C=C(C=CC1C(F)(F)F)CN